4-(2-hydroxyethyl)-1,3-thiazolidin-2-one-5-carboxylic acid ethyl ester C(C)OC(=O)C1C(NC(S1)=O)CCO